2-(6-{5-chloro-2-[(oxan-4-yl)amino]pyrimidin-4-yl}-1-oxo-2,3-dihydro-1H-isoindol-2-yl)-N-[(1S)-2-hydroxy-1-[4-(pyrimidin-5-yl)phenyl]ethyl]acetamide ClC=1C(=NC(=NC1)NC1CCOCC1)C1=CC=C2CN(C(C2=C1)=O)CC(=O)N[C@H](CO)C1=CC=C(C=C1)C=1C=NC=NC1